2-(6-oxo-5-(trifluoromethyl)-1,6-dihydropyridin-3-yl)ethyl (2S,5R)-2,5-dimethyl-4-(5-(Trifluoromethyl)pyrimidin-2-yl)piperazine-1-carboxylate C[C@@H]1N(C[C@H](N(C1)C1=NC=C(C=N1)C(F)(F)F)C)C(=O)OCCC1=CNC(C(=C1)C(F)(F)F)=O